2-(4-(benzylsulfonyl)piperazin-1-yl)benzo[d]thiazole-6-carboxylic acid C(C1=CC=CC=C1)S(=O)(=O)N1CCN(CC1)C=1SC2=C(N1)C=CC(=C2)C(=O)O